1,3-dimethyl-3-(4-nitrophenyl)pyrrolidin-2-one CN1C(C(CC1)(C1=CC=C(C=C1)[N+](=O)[O-])C)=O